C(C1=CC=CC=C1)OC(=O)C1(CCC1)OCNC(CNC(=O)OCC1C2=CC=CC=C2C=2C=CC=CC12)=O 1-((2-((((9H-fluoren-9-yl)methoxy)carbonyl)amino)acetamido)methoxy)cyclobutane-1-carboxylic acid benzyl ester